CN1N=C(C2=CC=CC(=C12)NCCCCCCC(N1CCCCC1)=O)C1C(NC(CC1)=O)=O 3-(1-methyl-7-((7-oxo-7-(piperidin-1-yl)heptyl)amino)-1H-indazol-3-yl)piperidine-2,6-dione